4-((2-(3,3-dimethyl-2,3-dihydro-1H-pyrrolo[3,2-b]pyridine-1-carbonyl)-2,8-diazaspiro[4.5]decan-8-yl)methyl)benzonitrile CC1(CN(C=2C1=NC=CC2)C(=O)N2CC1(CC2)CCN(CC1)CC1=CC=C(C#N)C=C1)C